NC1=NC=2C=CC(=CC2C2=C1C=NN2C)C(=O)N2[C@H](COCC2)C=2N=NC(=CC2)OC(F)F (4-amino-1-methyl-1H-pyrazolo[4,3-c]quinolin-8-yl)((3S)-3-(6-(difluoromethoxy)-3-pyridazinyl)-4-morpholinyl)methanone